5-bromopentanylphenylalanine methyl ester COC([C@@H](NCCCCCBr)CC1=CC=CC=C1)=O